(6aS,12bR)-(-)-N-butyl-3-chloro-2,10,11-trihydroxy-5,6,6a,7,8,12b-hexahydrobenzo[a]phenanthridine C(CCC)N1[C@H]2CCC3=C([C@@H]2C=2C=C(C(=CC2C1)Cl)O)C=C(C(=C3)O)O